(2R,3R,4S,5R)-2-(acetoxymethyl)-5-(9H-purin-9-yl)tetrahydrofuran-3,4-diyl diacetate C(C)(=O)O[C@@H]1[C@H](O[C@H]([C@H]1OC(C)=O)N1C2=NC=NC=C2N=C1)COC(C)=O